C1CC12CN(CC2)CC2=CC(=C1CN(C(C1=C2)=O)C2=CC(=CC(=N2)NCCC#N)C2=C(C=CC=C2)C2=NN=CN2C)C(F)(F)F 3-{[6-(6-{5-azaspiro[2.4]heptan-5-ylmethyl}-1-oxo-4-(trifluoromethyl)-3H-isoindol-2-yl)-4-[2-(4-methyl-1,2,4-triazol-3-yl)phenyl]pyridin-2-yl]amino}propanenitrile